ClC=1C=CC2=C(N=C(O2)N2CCN([C@@H](CC2)C)C(=O)C2=C(C=CC(=C2)C)N2N=CC=N2)C1 [(7R)-4-(5-chloro-2-benzoxazolyl)hexahydro-7-methyl-1H-1,4-diazepin-1-yl][5-methyl-2-(2H-1,2,3-triazol-2-yl)phenyl]methanone